4-(6-(6-(Piperazin-1-yl)pyridin-3-yl)pyrazolo[1,5-a]pyrimidin-3-yl)quinoline N1(CCNCC1)C1=CC=C(C=N1)C=1C=NC=2N(C1)N=CC2C2=CC=NC1=CC=CC=C21